3-(bis{2-[(tert-butyl)bis(methyl)siloxy]dodecyl}amino)-1-propanol C(C)(C)(C)[Si](OC(CN(CCCO)CC(CCCCCCCCCC)O[Si](C(C)(C)C)(C)C)CCCCCCCCCC)(C)C